C(C)(C)(C)OC(=O)N1[C@H](CN([C@@H](C1)C)C(C)C1=C(C=C(C=C1)F)COC)C (2s,5r)-4-(1-(4-fluoro-2-(methoxymethyl)phenyl)ethyl)-2,5-dimethylpiperazine-1-carboxylic acid tert-butyl ester